dilithium hexane CCCCCC.[Li].[Li]